NC=CC[C@@]1([C@H](O)[C@H](O)[C@@H](CO)O1)N1C(=O)NC(=O)C=C1 3-Aminoallyluridine